5-amino-2,3-difluoro-N-(prop-2-yn-1-yl)benzamide NC=1C=C(C(=C(C(=O)NCC#C)C1)F)F